COC(=O)C1=CC2=C(N(C(=N2)C2=CC=3C(=NC=CC3)N2CCCOC2=C(C=CC=C2)N)CCC(=O)OC(C)(C)C)C(=C1)OC 2-(1-(3-(2-aminophenoxy)propyl)-1H-pyrrolo[2,3-b]pyridin-2-yl)-1-(3-(tert-butoxy)-3-oxopropyl)-7-methoxy-1H-benzo[d]imidazole-5-carboxylic acid methyl ester